COC(C1=C(C=C(C=C1C=C)Cl)F)=O 4-chloro-2-fluoro-6-vinyl-benzoic acid methyl ester